2,2-bis[4-(2,3-epithiopropoxy)phenyl]propane C(C1CS1)OC1=CC=C(C=C1)C(C)(C)C1=CC=C(C=C1)OCC1CS1